N1=C(C=CC=C1)SSCCCCC(=O)O 5-(2-pyridyldithio)-pentanoic acid